(S)-2-(3-(2-(2-(2-azidoethoxy)ethoxy)ethoxy)propanamido)-3-methoxy-N-(4-methylbenzyl)propenamide N(=[N+]=[N-])CCOCCOCCOCCC(=O)NC(C(=O)NCC1=CC=C(C=C1)C)=COC